N-(3-methoxybenzyl)-4-(2-morpholinoethyl)-N-(quinolin-7-ylmethyl)oxazol-2-amine COC=1C=C(CN(C=2OC=C(N2)CCN2CCOCC2)CC2=CC=C3C=CC=NC3=C2)C=CC1